(S)-2-(4-ethyl-4,5-dihydro-oxazol-2-yl)aniline C(C)[C@@H]1N=C(OC1)C1=C(N)C=CC=C1